1,5,7,11-tetraoxaspiro[5.5]undecane O1CCCOC12OCCCO2